[N+](=O)([O-])C1=CC=C(C[N+]#N)C=C1 4-Nitrobenzyldiazonium